3-(aminomethyl)-N-[3-(aminomethyl)-3,5,5-trimethylcyclohexyl]-3,5,5-trimethylcyclohexanamine NCC1(CC(CC(C1)(C)C)NC1CC(CC(C1)(C)C)(C)CN)C